1,4-dicyclohexyl-2-hexene C1(CCCCC1)CC=CC(CC)C1CCCCC1